(1-methyl-1H-pyrazol-4-yl)-N-(4-(4-(methylamino)-4-oxobutyl)-1-phenyl-1H-imidazol-2-yl)benzamide CN1N=CC(=C1)C1=C(C(=O)NC=2N(C=C(N2)CCCC(=O)NC)C2=CC=CC=C2)C=CC=C1